FC1=CC=C(C=C1)NC([C@@H](C)C=1C=C2CCCN(C2=CC1)C(=O)[C@@H]1C[C@H](C1)OC)=O (2S)-N-(4-Fluorophenyl)-2-[1-(trans-3-methoxycyclobutan-1-carbonyl)-1,2,3,4-tetrahydrochinolin-6-yl]propanamid